4-(4-hydroxycyclohexyloxy)phenylboronic acid pinacol ester OC1CCC(CC1)OC1=CC=C(C=C1)B1OC(C)(C)C(C)(C)O1